C(CC)C=COF perfluoro propylvinyl ether